3-Phenyl-tetrahydrofuran-3-carbaldehyde C1(=CC=CC=C1)C1(COCC1)C=O